OCC1=CC=C(C=C1)NC(OC(C)(C)C)=O tert-butyl (4-(hydroxymethyl)phenyl)carbamate